ClC=1C=C(C=CC1F)NC1=NC=NC2=CC(=C(C=C12)NC(C=CCN1CC(O[C@@H](C1)C)=O)=O)OCC1CC1 4-[(3-chloro-4-fluoro-phenyl)amino]-6-{[4-((R)-6-methyl-2-oxo-morpholin-4-yl)-1-oxo-2-buten-1-yl]amino}-7-cyclopropylmethoxy-quinazoline